methyl-4H,6H,7H-pyrazolo[1,5-a]pyrazine-2-carbaldehyde CC=1C(=NN2C1CNCC2)C=O